potassium benzenesulfonyl persulfate S(=O)(=O)(OS(=O)(=O)C1=CC=CC=C1)OOS(=O)(=O)[O-].[K+]